C12(CC(C1)C2)N2[C@@H](C=1NC3=CC=CC=C3C1C[C@H]2C)C2=CC=C(C=C2)N[C@H]2[C@H](CN(C2)CCCF)O (3S,4R)-4-((4-((1R,3R)-2-(bicyclo[1.1.1]pentan-1-yl)-3-methyl-2,3,4,9-tetrahydro-1H-pyrido[3,4-b]indol-1-yl)phenyl)amino)-1-(3-fluoropropyl)pyrrolidin-3-ol